N2,N3-bis(2-fluoro-5-(trifluoromethyl)phenyl)-6-nitroquinoxaline-2,3-diamine FC1=C(C=C(C=C1)C(F)(F)F)NC1=NC2=CC=C(C=C2N=C1NC1=C(C=CC(=C1)C(F)(F)F)F)[N+](=O)[O-]